NCCCCCNC(=O)C1=CC(=C(C(=C1)C)C1=CC=CC=2N1N=C(C2CCCOC2=CC=CC1=CC=CC=C21)C(=O)O)C 7-(4-((5-aminopentyl)carbamoyl)-2,6-dimethylphenyl)-3-(3-(naphthalen-1-yloxy)propyl)pyrazolo[1,5-a]pyridine-2-carboxylic acid